2-(methyl-(3'-methyl-[1,1'-biphenyl]-2-yl)amino)-2-oxoacetic acid CN(C(C(=O)O)=O)C1=C(C=CC=C1)C1=CC(=CC=C1)C